tert-butyl 6-[6-[2-cyano-3-[[ethyl(methyl)sulfamoyl]amino]-6-fluoro-phenoxy]-4-oxo-quinazolin-3-yl]-2-azaspiro[3.3]heptane-2-carboxylate C(#N)C1=C(OC=2C=C3C(N(C=NC3=CC2)C2CC3(CN(C3)C(=O)OC(C)(C)C)C2)=O)C(=CC=C1NS(N(C)CC)(=O)=O)F